ClC1=C(C=C2C=C(C(NC2=C1)=O)C=1C=C(C=CC1)CC(=O)O)C1=CC=C(C=C1)C1(CC1)CO 2-(3-(7-chloro-6-(4-(1-(hydroxymethyl)cyclopropyl)phenyl)-2-oxo-1,2-dihydro-quinolin-3-yl)phenyl)acetic acid